dibenzyl ((3R,4S)-2,5-dioxotetrahydrofuran-3,4-diyl)-dicarbamate O=C1OC([C@H]([C@H]1NC(OCC1=CC=CC=C1)=O)NC(OCC1=CC=CC=C1)=O)=O